4-oxopent-2-yn-1-yl 2-oxopropanoate O=C(C(=O)OCC#CC(C)=O)C